3-({3-[(2S)-2-(4-chlorophenyl)-2-hydroxyethyl]-1,2,4-oxadiazol-5-yl}methyl)-1,5-dimethylpyrimidine-2,4-dione ClC1=CC=C(C=C1)[C@H](CC1=NOC(=N1)CN1C(N(C=C(C1=O)C)C)=O)O